6-(4-((4-(1H-pyrazol-4-yl)phenyl)amino)pyrimidin-2-yl)-1-methyl-N-(1,1,1-trifluoropropan-2-yl)-1H-indole-2-carboxamide N1N=CC(=C1)C1=CC=C(C=C1)NC1=NC(=NC=C1)C1=CC=C2C=C(N(C2=C1)C)C(=O)NC(C(F)(F)F)C